(E)-N-(2-Amino-4-((4-(trifluoromethyl)benzyl)amino)phenyl)dec-5-enamid NC1=C(C=CC(=C1)NCC1=CC=C(C=C1)C(F)(F)F)NC(CCC\C=C\CCCC)=O